6-((1,1'-biphenyl)-4-yl)-7,7-difluorohept-6-ene-1-carboxylate C1(=CC=C(C=C1)C(CCCCCC(=O)[O-])=C(F)F)C1=CC=CC=C1